ethoxyhydroxyisothiocyanate C(C)OON=C=S